ClC=1C=C(C=C2CCN(C12)C)C1=NN=C(O1)O 5-(7-chloro-1-methyl-indolin-5-yl)-1,3,4-oxadiazol-2-ol